3-(2-acetoxyacetamido)-5-(7-chloro-4-(1H-imidazol-1-yl)quinolin-2-yl)benzoic acid C(C)(=O)OCC(=O)NC=1C=C(C(=O)O)C=C(C1)C1=NC2=CC(=CC=C2C(=C1)N1C=NC=C1)Cl